COC1=CCCC=CCC1 1-methoxy-1,5-cyclooctadiene